BrC1=CC(=C(N)C=C1)F 4-bromo-2-fluoro-aniline